1-cyclopentylethan-1-one C1(CCCC1)C(C)=O